CC(CC(C)C)=NCCC[Si](OCC)(OCC)C N-(1,3-dimethylbutylidene)-3-(methyldiethoxysilyl)-1-propylamine